Methyl 2-(chloromethyl)-4-(1,1-difluoroethyl)-1-methyl-1H-benzo[d]imidazole-6-carboxylate ClCC1=NC2=C(N1C)C=C(C=C2C(C)(F)F)C(=O)OC